[I-].C(C)(C)(C)OC(CCC[N+]1(CCC(CC1)(C)C(=O)OCC)C)=O 1-(4-(t-butoxy)-4-oxobutyl)-4-(ethoxycarbonyl)-1,4-dimethylpiperidin-1-ium iodide